5-Bromo-6-chloro-pyridin BrC=1C=CC=NC1Cl